(S)-4-(2-(1-(1-(3-isopropyl-1,2,4-oxadiazol-5-yl)piperidin-4-yl)ethoxy)imidazo[2,1-b][1,3,4]thiadiazol-6-yl)pyridin 1-oxid C(C)(C)C1=NOC(=N1)N1CCC(CC1)[C@H](C)OC1=NN2C(S1)=NC(=C2)C2=CC=[N+](C=C2)[O-]